C(CCC(=O)O)(=O)O.C(CCC(=O)O)(=O)O.ClC=1C=CC(=C(CN2C[C@H](CC2)N)C1)OCC (S)-1-(5-chloro-2-ethoxybenzyl)pyrrolidin-3-amine disuccinate